6-Chloro-4-((1-ethyl-7-methoxy-1H-pyrazolo[4,3-c]pyridin-6-yl)amino)-N-(methyl-d3)nicotinamide ClC1=NC=C(C(=O)NC([2H])([2H])[2H])C(=C1)NC1=C(C2=C(C=N1)C=NN2CC)OC